BrC=1C=C2C(=CC1)N(C(C21CCN(CC1)C(=O)C=1C=C2C(=NC1)NN=C2)=O)CC(=O)NCC(F)(F)F 2-[5-bromo-2-oxo-1'-(1H-pyrazolo[3,4-b]pyridine-5-carbonyl)spiro[indole-3,4'-piperidin]-1-yl]-N-(2,2,2-trifluoroethyl)acetamide